NC=1C(=C(C=C2C=C(N=CC12)NC(OC1CC2(CN(C2)C)C1)=O)C=1C=NC=2CCCNC2C1C)F 2-Methyl-2-azaspiro[3.3]heptan-6-yl (8-amino-7-fluoro-6-(4-methyl-5,6,7,8-tetrahydro-1,5-naphthyridin-3-yl)isoquinolin-3-yl)carbamate